N,N-dimethylthiazole-5-amine CN(C1=CN=CS1)C